C(CCCCCCC(C)(C)C)(=O)OC=C vinyl neo-undecanoate